3-(5-((2,3-difluoro-6-(methoxy-d3)phenyl)methoxy-d2)-2-fluoro-4-(methoxy-d3)phenyl)-2,4-dioxo-1,2,3,4-tetrahydrothieno[3,4-d]pyrimidine-5-carboxylic acid FC1=C(C(=CC=C1F)OC([2H])([2H])[2H])C(OC=1C(=CC(=C(C1)N1C(NC=2C(C1=O)=C(SC2)C(=O)O)=O)F)OC([2H])([2H])[2H])([2H])[2H]